FC1C(C1)C(=O)NC(C1=CC=CC=2NC(NC21)=O)C2=CC(=C(C=C2)C(C)C)F 2-fluoro-N-{[3-fluoro-4-(propan-2-yl)phenyl](2-oxo-2,3-dihydro-1H-1,3-benzodiazol-4-yl)methyl}cyclopropane-1-carboxamide